2-Hexyldecyl 6-(hexylamino)hexanoate C(CCCCC)NCCCCCC(=O)OCC(CCCCCCCC)CCCCCC